NC1=NC(=C(C=2N1C(N(N2)CC2=NC=C(C=C2)F)=O)C2=CC(=NC(=C2)C)C)C2=CC=CC=C2 5-amino-8-(2,6-dimethyl-4-pyridyl)-2-[(5-fluoro-2-pyridyl)methyl]-7-phenyl-[1,2,4]triazolo[4,3-c]pyrimidin-3-one